BrCC=1OC(=CC1)C(F)(F)F 2-(bromomethyl)-5-(trifluoromethyl)furan